((4-methoxy-3,5-dimethylpyridin-2-yl) methyl) carbamate C(N)(OCC1=NC=C(C(=C1C)OC)C)=O